BrC=1C=CC(=C(C1)C1=C(C=CC=C1)Cl)S(=O)(=O)N1CCC(CC1)(C(=O)NC\C=C/C(=O)N1CC(C1)(F)F)F (Z)-1-((5-bromo-2'-chloro-[1,1'-biphenyl]-2-yl)sulfonyl)-N-(4-(3,3-difluoroazetidin-1-yl)-4-oxobut-2-en-1-yl)-4-fluoropiperidine-4-carboxamide